thiophene-5-carboxylic acid ethyl ester C(C)OC(=O)C1=CC=CS1